barium titanium oxide [O-2].[Ti+4].[Ba+2].[O-2].[O-2]